FC1(CCC(CC1)C1=NC=CC(=C1NC(=O)C1=CC(=NS1)OC)C1=NC=CC=C1F)F N-(2'-(4,4-difluorocyclohexyl)-3-fluoro-[2,4'-bipyridin]-3'-yl)-3-methoxyisothiazole-5-carboxamide